4-ethylamino-benzaldehyde C(C)NC1=CC=C(C=O)C=C1